ClC1=C(C=C2C(=C(NC2=C1F)C1=NNC(=N1)C(COC)(F)F)C=1C=NNC1)OC 6-chloro-2-(5-(1,1-difluoro-2-methoxyethyl)-1H-1,2,4-triazol-3-yl)-7-fluoro-5-methoxy-3-(1H-pyrazol-4-yl)-1H-indole